(2S)-2-amino-3-(6-oxo-5-azaspiro[3.4]octan-7-yl)propanamide hydrochloride Cl.N[C@H](C(=O)N)CC1C(NC2(CCC2)C1)=O